FC1(C2CN(CC12)C1=CC=C(C(=N1)CO)CN1N=CC(=C1)C(=O)OCC)F ethyl 1-[(6-{6,6-difluoro-3-azabicyclo[3.1.0]hex-3-yl}-2-(hydroxymethyl) pyridin-3-yl) methyl]-1H-pyrazole-4-carboxylate